5,6,7,8-tetrahydromethylpterin CNC1=NC=2NCCNC2C(N1)=O